C1(=CC=CC=C1)C1=C2C=3C(=C(C(=C(C3NC2=CC=C1N)C1=CC=CC=C1)C1=CC=CC=C1)N)C1=CC=CC=C1 tetraphenyl-9H-carbazole-3,6-diamine